C(C)(C)(C)OC(=O)C=1C=C(C=CC1)CN1N=CN=N1 2-({3-[(tert-butoxy)carbonyl]phenyl}methyl)-2H-1,2,3,4-tetrazol